N-(pyrrolidin-3-ylmethyl)propan-2-amine bishydrochloride salt Cl.Cl.N1CC(CC1)CNC(C)C